O=C1NC(CCC1N1C(C2=CC=C(C=C2C1)C=O)=O)=O 2-(2,6-dioxopiperidin-3-yl)-1-oxoisoindoline-5-carbaldehyde